NC1=C(C2=C(N=C(N=C2C(F)F)C)N1C1=C(C(=CC=C1C)OC)C)C#N 6-amino-4-(difluoromethyl)-7-(3-methoxy-2,6-dimethylphenyl)-2-methyl-7H-pyrrolo[2,3-d]pyrimidine-5-carbonitrile